C(C)P(CCP(CC)CC)CC 1,2-bis(diethylphosphaneyl)ethane